C=C=C propa-1,2-dien